C(C=C)(=O)N1CCC(CC1)OC=1C=C2C(=C(C=NC2=CC1OC)C#N)NC1=C(C(=C(C=C1)Cl)Cl)F 6-((1-acryloylpiperidin-4-yl)oxy)-4-((3,4-dichloro-2-fluorophenyl)amino)-7-methoxy-quinoline-3-carbonitrile